CC=1CC2=CNC(=C2CC1C)C(=O)OCC ethyl 4,7-dihydro-5,6-dimethyl-2H-isoindole-1-carboxylate